ethyl [(3-{2-chloro-4-fluoro-5-[3-methyl-2,6-dioxo-4-(trifluoromethyl)-3,6-dihydropyrimidin-1(2H)-yl]phenoxy}pyridin-2-yl)oxy]acetate ClC1=C(OC=2C(=NC=CC2)OCC(=O)OCC)C=C(C(=C1)F)N1C(N(C(=CC1=O)C(F)(F)F)C)=O